C(C1=CC=CC=C1)OC1=NC=2N(C=C1)N=CC2I 5-(benzyloxy)-3-iodopyrazolo[1,5-a]pyrimidine